ClC1=CC=C2CCN(C(C2=C1)=O)CCC1=CC(=C(C(=C1)F)N)N 7-chloro-2-(3,4-diamino-5-fluorophenylethyl)-3,4-dihydroisoquinolin-1(2H)-one